NC=1C=C(C(=O)N(C2=CC=CC=C2)C)C=C(N1)NC1=C(C=CC=C1)O 2-amino-6-((2-hydroxyphenyl)amino)-N-methyl-N-phenylisonicotinamide